O1CCC2=C1C=CC=C2C(C)N 1-(2,3-dihydro-1-benzofuran-4-yl)ethanamine